cyclopentadienyl-ruthenium (II) chloride C1(C=CC=C1)[Ru]Cl